tertiary-butylhydrazine C(C)(C)(C)NN